2-[(2S,4R)-4-hydroxy-1-[2-(3-methoxyisoxazol-5-yl)-3-methyl-butyryl]pyrrolidin-2-yl]-N-isopropyl-N-(3-phenoxypropyl)-1H-imidazole-4-carboxamide O[C@@H]1C[C@H](N(C1)C(C(C(C)C)C1=CC(=NO1)OC)=O)C=1NC=C(N1)C(=O)N(CCCOC1=CC=CC=C1)C(C)C